(1r,4r)-4-isopropylcyclohexane-1-carboxylic acid CC(C)C1CCC(CC1)C(=O)O